6-Bromo-1-cyclopropyl-3-(ethylthio)-5-fluoro-7,9-dihydrofuro[3,4-f]quinazoline BrC=1C2=C(C=3C(=NC(=NC3C1F)SCC)C1CC1)COC2